Propylmethyldimethoxysilane C(CC)[Si](OC)(OC)C